1-propyl-2,3-dimethylimidazolium tetrafluoroborate F[B-](F)(F)F.C(CC)N1C(=[N+](C=C1)C)C